C1(=CC=CC=C1)S(=O)(=O)OC=1C=C(C=CC1)NC(=O)NC1=CC(=CC=C1)OS(=O)(=O)CC N-[3-(benzenesulfonyloxy)phenyl]-N'-[3-(ethanesulfonyloxy)phenyl]urea